CC(C)(C)C dimethyl-propan